S(N)(=O)(=O)NC(=O)C1=C(COC1)C(=O)N N4-sulfamoyl-2,5-dihydrofuran-3,4-di-carboxamide